(1-(4-(1,1-difluoroethyl)pyrimidin-2-yl)-3-morpholino-1H-pyrazolo[4,3-c]pyridin-6-yl)cyclopropanecarboxamide (2E)-3-[4-(morpholin-4-yl)naphthalen-1-yl]Benzyl-prop-2-enoate N1(CCOCC1)C1=CC=C(C2=CC=CC=C12)C=1C=C(COC(C=C)=O)C=CC1.FC(C)(F)C1=NC(=NC=C1)N1N=C(C=2C=NC(=CC21)C2(CC2)C(=O)N)N2CCOCC2